methyl (2S)-2-((2S)-2-(((2-(3-chlorophenyl)-2,2-difluoro-1-phenylethoxy)carbonyl)amino)-4,4-difluorobutanamido)-3-((S)-2-oxopyrrolidin-3-yl)propanoate ClC=1C=C(C=CC1)C(C(OC(=O)N[C@H](C(=O)N[C@H](C(=O)OC)C[C@H]1C(NCC1)=O)CC(F)F)C1=CC=CC=C1)(F)F